t-butyl (1s,2S,5R)-2-((R)-1-hydroxyethyl)-3,8-diazabicyclo[3.2.1]octane-8-carboxylate O[C@H](C)[C@@H]1[C@@H]2CC[C@H](CN1)N2C(=O)OC(C)(C)C